N'-(pyridin-2-yl)azetidine-3-carbohydrazide hydrochloride Cl.N1=C(C=CC=C1)NNC(=O)C1CNC1